1-phenyl-1-cyclopentane-carboxylic acid C1(=CC=CC=C1)C1(CCCC1)C(=O)O